Cl.NC\C=C(\CN1N=NC2=C1C=C(C=C2C2=CC(=CC=C2)S(NC2CC2)(=O)=O)C(=O)OC)/F Methyl (Z)-1-(4-amino-2-fluorobut-2-en-1-yl)-4-(3-(N-cyclopropylsulfamoyl)phenyl)-1H-benzo[d][1,2,3]triazole-6-carboxylate hydrochloride